tris(2,6-dimethoxy-4-methylphenyl) phosphite P(OC1=C(C=C(C=C1OC)C)OC)(OC1=C(C=C(C=C1OC)C)OC)OC1=C(C=C(C=C1OC)C)OC